4-prop-2-ynyloxypiperidine C(C#C)OC1CCNCC1